N=1N=CN2C1C=C(C=C2)C=2NC1=CC=C(C=C1C2C(C)C)C2CCN(CC2)CC(=O)NC 2-(4-(2-([1,2,4]triazolo[4,3-a]pyridin-7-yl)-3-isopropyl-1H-indol-5-yl)piperidin-1-yl)-N-methylacetamide